C(C#C)N=C=NC=1C=C(C=CC1)C N-propargyl-N'-m-tolyl-carbodiimide